C1(CC1)N1N=NN=C1C1=CC(=CN1)C1=NC(=NC=C1C(F)(F)F)NC1CNCCC1 4-[5-(1-cyclopropyl-1H-1,2,3,4-tetrazol-5-yl)-1H-pyrrol-3-yl]-N-(piperidin-3-yl)-5-(trifluoromethyl)pyrimidin-2-amine